C(C)(C)(C)N1CCN(CC1)C=1C=C(C=CC1F)C1=NC(=CC(=C1O)C1=CC(=C(C=C1)N1C(N(C=C1)C)=O)Cl)C 1-(4-(2-(3-(4-(tert-butyl)piperazin-1-yl)-4-fluorophenyl)-3-hydroxy-6-meth-ylpyridin-4-yl)-2-chlorophenyl)-3-methyl-1,3-dihydro-2H-imidazol-2-one